1-(4-(benzylamino)piperidin-1-yl)ethan-1-one C(C1=CC=CC=C1)NC1CCN(CC1)C(C)=O